C(CC)N1C=2N(C=3N=C(NC3C1=O)C=1C=NN(C1)CC1=CN=NC=C1)C=CN2 5-Propyl-2-[1-(pyridazin-4-ylmethyl)pyrazol-4-yl]-3H-imidazo[2,1-b]purin-4-on